6-chloro-N-[5-(2-fluoroethoxy)-4,6-dimethoxy-pyrimidin-2-yl]7-methylsulfinyl-1H-indole-3-sulfonamide ClC1=CC=C2C(=CNC2=C1S(=O)C)S(=O)(=O)NC1=NC(=C(C(=N1)OC)OCCF)OC